OC(CCCCCCCCCCCCCCCCCC(=O)O)CCCCCC 19-Hydroxy-pentacosanoic acid